1,2,3-tri-O-benzoyl-4-deoxy-4-fluoro-α-D-xylopyranose C(C1=CC=CC=C1)(=O)O[C@@H]1[C@H](OC(C2=CC=CC=C2)=O)[C@@H](OC(C2=CC=CC=C2)=O)[C@@H](CO1)F